3-decyl-2-methyl-imidazolium C(CCCCCCCCC)[N+]1=C(NC=C1)C